(4-bromobutyl)-1,3-dihydro-2H-benzo[d]imidazol-2-one BrCCCCN1C(NC2=C1C=CC=C2)=O